C(C)(C)(C)OC(=O)N1CCN(CC1)CCN1C(=C(C2=CC=C(C(=C12)C=1C(=NN(C1COC)C)C)Cl)CCCOC1=CC=CC2=CC(=CC=C12)F)C(=O)O 1-(2-(4-(tert-butoxycarbonyl)piperazin-1-yl)ethyl)-6-chloro-3-(3-((6-fluoronaphthalen-1-yl)oxy)propyl)-7-(5-(methoxymethyl)-1,3-dimethyl-1H-pyrazol-4-yl)-1H-indole-2-carboxylic acid